NC1=NC(=NC=C1)C=1C(=NN(C1O[C@H](CCNC1=C(C=NC(=C1)Cl)C#CC=1C(=NN(C1)C)C#N)C)C)C (S)-4-((4-((3-((4-(4-Aminopyrimidin-2-yl)-1,3-dimethyl-1H-pyrazol-5-yl)oxy)butyl)amino)-6-chloropyridin-3-yl)ethynyl)-1-methyl-1H-pyrazole-3-carbonitrile